OCCNC(O[C@@H]1CC[C@H](CC1)C(N(C1=NC=CC(=C1)C=1N=C(OC1)C1CC1)C[C@@H]1CC[C@H](CC1)C1=CC(=C(C=C1)OC)C#N)=O)=O trans-4-(((trans-4-(3-Cyano-4-methoxyphenyl)cyclohexyl)methyl)(4-(2-cyclopropyloxazol-4-yl)pyridine-2-yl)carbamoyl)cyclohexyl (2-hydroxyethyl)carbamate